CC1(C(C1(C)C)C(=O)OCC1=C(C(=C(C(=C1F)F)C#C)F)C)C 4-ethynyl-2-methyl-3,5,6-trifluorobenzyl 2,2,3,3-tetramethylcyclopropanecarboxylate